COC(=O)C1=NC(=CC=C1)CO methyl-6-hydroxymethyl-2-pyridinecarboxylate